CC1C2(CC1C2)C(=O)NCC2=CN=C(N=N2)SC 2-methyl-N-{[3-(methylsulfanyl)-1,2,4-triazin-6-yl]methyl}bicyclo[1.1.1]pentane-1-carboxamide